4-cyclopropyl-2,5-dimethyl-4,5-dihydro-2H-[1,2,3]triazolo[4,5-c][1,7]naphthyridin-6-amine C1(CC1)C1N(C2=C(N=CC=C2C=2C1=NN(N2)C)N)C